CN(C=O)C(C(=O)O)C 2-(N-METHYLFORMAMIDO)PROPANOIC ACID